rel-(2S)-2-methyl-2,3,4,7-tetrahydro-1H-azepin-5-yl-2,3-dihydro-1,4-benzodioxin-7-yl-pyrimidine-2,4-diamine C[C@@H]1NCC=C(CC1)C1=C(C(=NC(=N1)N)N)C=1C=CC2=C(OCCO2)C1 |o1:1|